C12COCC(CCC1)N2C=2SC1=C(N2)C(=C(C=C1)F)OCC(=O)NCCOCCOCCOC=CC(=O)NC1=CC=C(C=C1)C1C(NC(CC1)=O)=O 3-(2-(2-(2-(2-((2-(3-oxa-9-aza-bicyclo[3.3.1]nonan-9-yl)-5-fluoro-benzo[d]thiazol-4-yl)oxy)acetamido)-ethoxy)ethoxy)ethoxy)-N-(4-(2,6-dioxopiperidin-3-yl)phenyl)propen-amide